N1N=CC2=CC(=CC=C12)C#CC1=NC(=NC=C1)C1=NC(=NC=C1)NCCC1=NC=C(C=C1)F 4-((1H-Indazol-5-yl)ethynyl)-N-(2-(5-fluoropyridin-2-yl)ethyl)-[2,4'-bipyrimidin]-2'-amine